NCCC(CO)C 4-amino-2-methyl-1-Butanol